COC1=CC=C(C(C(=O)[O-])=C1)O 5-methoxysalicylate